(R/S)-4-((1-(hydroxymethyl)cyclobutyl)amino)-2-(indolin-1-yl)-6,7-dihydrothieno[3,2-d]pyrimidine 5-oxide OCC1(CCC1)NC=1C2=C(N=C(N1)N1CCC3=CC=CC=C13)CC[S@]2=O |r|